FC(F)(F)C1=NN=C2N1C=CC=C2C(=O)N trifluoromethyl-1,2,4-triazolo[4,3-a]pyridine-8-carboxamide